N1[C@@H](CCC1)C(=O)N1CC2(C1)CN(CC2C=2OC(=NN2)C(F)(F)C2=CC(=C(C=C2)Cl)Cl)C(=O)C2=CN=CS2 2-(2-(L-prolyl)-6-(thiazole-5-carbonyl)-2,6-diazaspiro[3.4]octan-8-yl)-5-((3,4-dichlorophenyl)difluoromethyl)-1,3,4-oxadiazole